C(C(=C)C)(=O)NC1=CC=C(C=C1)N=NC1=CC=CC=C1 4-(methacrylamido)azobenzene